C[C@@H]1N(CC1)C=1N=C2CCC2=C(N1)C1=CC=C(C(=O)N)C=C1 (S)-4-(3-(2-methylazetidin-1-yl)-2,4-diazabicyclo[4.2.0]octa-1,3,5-trien-5-yl)benzamide